4-(3-chloro-4-(9-(3-iodobenzyl)-6-(1-methylcyclopropoxy)-9H-purin-8-yl)phenoxy)-2-methylbutanoic acid ClC=1C=C(OCCC(C(=O)O)C)C=CC1C=1N(C2=NC=NC(=C2N1)OC1(CC1)C)CC1=CC(=CC=C1)I